4-(dimethylamino)-N-methyl-but-2-enamide CN(CC=CC(=O)NC)C